N-(4-([1,2,4]triazolo[1,5-a]pyridin-6-yloxy)-3-methylphenyl)-5,6,7,8-tetrahydropyrido[3',4':4,5]thieno[2,3-d]pyrimidin-4-amine N=1C=NN2C1C=CC(=C2)OC2=C(C=C(C=C2)NC=2C1=C(N=CN2)SC2=C1CNCC2)C